The molecule is a monocarboxylic acid anion resuting from selective deprotonation of the carboxy group of phosphoenolpyruvic acid. It has a role as a human metabolite and a fundamental metabolite. It derives from an acrylate. It is a conjugate base of a phosphoenolpyruvic acid. C=C(C(=O)[O-])OP(=O)(O)O